O1C=2C(=CC1)N=CC2 pyrrolo[3,2-b]furan